CC1([C@@H]2CC3=CC(NC=C3[C@H]1C2)(C(=O)N)C=2SC=CC2)C (6S,8S)-7,7-dimethyl-3-(thiophen-2-yl)-5,6,7,8-tetrahydro-6,8-methyleneisoquinoline-3-carboxamide